sodium styrene-maleate C(=CC1=CC=CC=C1)/C(=C/C(=O)[O-])/C(=O)[O-].[Na+].[Na+]